ClC=1C=C(C=CC1O)C=1C=C2C(=NN(C2=CC1)C1=CC(=C(C=C1)F)O)C(=O)N(C)C 5-(3-chloro-4-hydroxyphenyl)-1-(4-fluoro-3-hydroxyphenyl)-N,N-dimethyl-1H-indazole-3-carboxamide